N-(4-(N-(4-chlorophenyl)sulfamoyl)phenyl)-2-methoxybenzamide ClC1=CC=C(C=C1)NS(=O)(=O)C1=CC=C(C=C1)NC(C1=C(C=CC=C1)OC)=O